C(C)(=O)OCC(OC(C)=O)COP(=O)([O-])OCC[N+](C)(C)C 1,2-diethanoyl-glycero-3-phosphocholine